ClC=1C=C2C=C(NC2=CC1OCC1=CC(=NO1)C)CNC(=O)[C@@H]1OCC1 (R)-N-((5-chloro-6-((3-methylisoxazol-5-yl)methoxy)-1H-indol-2-yl)methyl)oxetane-2-carboxamide